8-chloro-3-ethylimidazo[1,5-a]pyrazine ClC=1C=2N(C=CN1)C(=NC2)CC